CC(CCC(C)C)NC1=CC=C(C=C1)NC1=CC=CC=C1 N-(1,4-dimethylpentyl)-N'-phenyl-p-phenylendiamine